C(C)OC=1C=C(C=CC1OC)C(CS(=O)(=O)C)N1C=C2C=C(C=C(C2=C1)NC(C)=O)F N-(2-(1-(3-ethoxy-4-methoxyphenyl)-2-(methylsulfonyl)ethyl)-6-fluoroisoindol-4-yl)acetamide